S1C(=CC=C1)OB(O)O thienyl-boric acid